C(C1=CC=CC=C1)OC(=O)C1(CCC(CC1)CN[C@H]1[C@@H](C1)C1=CC=CC=C1)F fluoro-4-(((trans-2-phenylcyclopropyl)amino)methyl)cyclohexane-1-carboxylic acid benzyl ester